FC(OC=1C(=C(C=CC1)NC1=C(C(=O)OC)C=C(C(=C1)F)F)C=O)F Methyl 2-((3-(difluoromethoxy)-2-formylphenyl)amino)-4,5-difluorobenzoate